lauryl-mono-ethanol C(CCCCCCCCCCC)CCO